N1C=C(C=2C1=CN=CC2)C#N Z-pyrrolo[2,3-c]pyridine-3-carbonitrile